C(CC1(CC2C(CC1)O2)C(=O)[O-])C2(CC1C(CC2)O1)C(=O)[O-] ethylenebis(3,4-epoxy cyclohexanecarboxylate)